NC1=NC(=CC(=N1)N1CCC2(CC(NC2)C(=O)O)CC1)O[C@@H](C(F)(F)F)C1=C(C=C(C=C1)Cl)C1=CC(=CC=C1)N 8-(2-amino-6-((R)-1-(3'-amino-5-chloro-[1,1'-biphenyl]-2-yl)-2,2,2-trifluoroethoxy)pyrimidin-4-yl)-2,8-diazaspiro[4.5]decane-3-carboxylic acid